O=C(CC(CC1=C(C=C(C(=C1)F)F)F)=O)N1CC=2N(CC1)C(=NN2)C(F)(F)F L-4-oxo-4-[3-(trifluoromethyl)-5,6-dihydro-[1,2,4]triazolo[4,3-a]pyrazin-7(8H)-yl]-1-(2,4,5-trifluorophenyl)butan-2-one